butyl {2-[(5,7-difluoro-1H-indol-3-yl)amino]-5-(trifluoromethyl)-1H-benzo[d]imidazol-1-yl}(methyl)carbamate FC=1C=C2C(=CNC2=C(C1)F)NC1=NC2=C(N1N(C(OCCCC)=O)C)C=CC(=C2)C(F)(F)F